Methyl 1H-benzo[d]imidazole-2-carboxylate N1C(=NC2=C1C=CC=C2)C(=O)OC